(E)-3-(2-Phenyloxazolyl)-acrylic acid methyl ester COC(\C=C\C=1N=C(OC1)C1=CC=CC=C1)=O